C(C)(C)(C)C1=CC(=NC=C1)C1=CC=CC2=C1OC1=C2C=CC=C1[Si](C1=CC=CC=C1)(C1=CC=CC=C1)C 4-(Tert-butyl)-2-(6-(methyldiphenylsilyl)dibenzo[b,d]furan-4-yl)pyridine